FC(C)(F)C1=NC=CC(=N1)N1N=C(C=2C=NC(=CC21)NC(C)=O)N2C(CC(C2)NC)C N-(1-(2-(1,1-difluoroethyl)pyrimidin-4-yl)-3-(2-methyl-4-(methylamino)pyrrolidin-1-yl)-1H-pyrazolo[4,3-c]pyridin-6-yl)acetamide